tert-butyl N-[(2S)-1-{3-bromo-5-chloro-7-[(thiophen-2-ylmethyl)amino]furo[3,2-b]pyridin-2-yl}-1,1-difluoropropan-2-yl]carbamate BrC1=C(OC=2C1=NC(=CC2NCC=2SC=CC2)Cl)C([C@H](C)NC(OC(C)(C)C)=O)(F)F